aluminium carbonate salt C([O-])([O-])=O.[Al+3].C([O-])([O-])=O.C([O-])([O-])=O.[Al+3]